benzothiophene-3-carboxylic acid S1C=C(C2=C1C=CC=C2)C(=O)O